C1(CCCC1)C1=CC(=C2C=NC(=NN21)N[C@H]2[C@@H](CN(CC2)C(=O)OC(C)(C)C)F)F tert-butyl (3R,4R)-4-({7-cyclopentyl-5-fluoropyrrolo[2,1-f][1,2,4]triazin-2-yl}amino)-3-fluoropiperidine-1-carboxylate